NC1=NC=NN2C1=CC=C2[C@@]2(O[C@H]([C@H]([C@@H]2C(C(=O)[O-])(C)C)C(C(=O)[O-])(C)C)COP(=O)(OCOC(=O)C(C)C)OCOC(=O)C(C)C)C#N (2R,3R,4R,5R)-2-(4-aminopyrrolo[2,1-f][1,2,4]triazin-7-yl)-5-((((bis(((isopropylcarbonyl) oxy) methoxy)) phosphoryl) oxy) methyl)-2-cyanotetrahydrofuran-3,4-diylbis(2-methylpropionate)